N-(1-methylpiperidin-4-yl)-2-(5-(((4-(methylsulfonyl)phenyl)amino)methyl)-1-((2-(trimethylsilyl)ethoxy)methyl)-1H-pyrazol-3-yl)-1-(2,2,2-trifluoroethyl)-1H-indol-4-amine CN1CCC(CC1)NC=1C=2C=C(N(C2C=CC1)CC(F)(F)F)C1=NN(C(=C1)CNC1=CC=C(C=C1)S(=O)(=O)C)COCC[Si](C)(C)C